Ethylvinylacetate C(C)C=CCC(=O)[O-]